FC(S(=O)(=O)OC=1C=2N(C=C(C1)C=1C=NC(=CC1)OCCN(C)C)N=CC2C#N)(F)F [3-cyano-6-[6-[2-(dimethylamino)ethoxy]-3-pyridyl]pyrazolo[1,5-a]pyridin-4-yl] trifluoromethanesulfonate